2,3,4,5-Tetrahydro-1H-benzo[b]azepine N1C2=C(CCCC1)C=CC=C2